CC1(CCCCC1)C/C=C/CC(=O)OC(C)(C)C tert-butyl (E)-5-(1-methylcyclohexyl)-3-pentenoate